2-[4-[2-[5-[(6,7-difluoro-4-methylsulfanyl-1H-indol-5-yl)oxy]-2-fluoro-phenyl]-1H-imidazol-4-yl]-4-methyl-chroman-8-yl]cyclopentanecarboxylic acid FC1=C(C(=C2C=CNC2=C1F)SC)OC=1C=CC(=C(C1)C=1NC=C(N1)C1(CCOC2=C(C=CC=C12)C1C(CCC1)C(=O)O)C)F